BrC1=C(C=CC(=C1)C)F 2-bromo-1-fluoro-4-methyl-benzene